C(C)(=O)N1C(C2=C(C1=O)C=C(S2)C2=NC(=NC=C2Cl)NC2=C(C=CC(=C2)N2CCN(CC2)C)OC(F)(F)F)(C)C 5-acetyl-2-(5-chloro-2-((5-(4-methylpiperazin-1-yl)-2-(trifluoromethoxy)phenyl)amino)pyrimidine-4-yl)-6,6-dimethyl-5,6-dihydro-4H-thieno[2,3-c]pyrrole-4-one